C1=CC(=CC=2OC3=C(C21)C=CC=C3)B(O)O dibenzo[b,d]furan-3-ylboronic acid